2-acetamido-2-(4-(trifluoromethyl)phenyl)malonic acid ethyl ester C(C)OC(C(C(=O)O)(C1=CC=C(C=C1)C(F)(F)F)NC(C)=O)=O